6-(3-Fluorophenyl)-2-methylimidazo[1,2-b]pyridazine FC=1C=C(C=CC1)C=1C=CC=2N(N1)C=C(N2)C